OCCS(=O)(=O)CC(CCCC(C(=O)O)(C)C1=CC(=CC=C1)CC(C(=O)OC)COC)(C)C 7-((2-hydroxyethyl)sulfonyl)-2-(3-(3-methoxy-2-(methoxymethyl)-3-oxopropyl)phenyl)-2,6,6-trimethylheptanoic acid